OC1=C(C=C(C=C1)NC(C1=CC=C(C=C1)C(C)C)=O)S(=O)(=O)C N-(4-hydroxy-3-(methylsulfonyl)phenyl)-4-isopropylbenzamide